Cl.CN1N=CC(=C1)C1=NC=2N(C=C1)C(=CN2)N2CCNCC2 7-(1-methyl-1H-pyrazol-4-yl)-3-(piperazin-1-yl)imidazo[1,2-a]pyrimidine hydrochloride salt